dodeca-2,7,9,11-tetraen-4-one CC=CC(CCC=CC=CC=C)=O